FC(=O)P(O)(=O)C Fluorocarbonyl-(methyl)phosphinic acid